C(C)OC1=CC=C(C=C1)CCC(=O)N1CCC(CC1)CC(=O)N[C@H](C(=O)OC)CC1=CC=C(C=C1)C(F)(F)F Methyl (S)-2-(2-(1-(3-(4-ethoxyphenyl)propanoyl)piperidin-4-yl)acetamido)-3-(4-(trifluoromethyl)phenyl)propanoate